6-(Benzylthio)nicotinonitrile C(C1=CC=CC=C1)SC1=NC=C(C#N)C=C1